ClC=1C=CC(=C(C1)C=1C=CC(=NC1)[C@H](CC1=CC=CC=C1)NC(OC(C)(C)C)=O)N1N=NN=C1 tert-butyl (S)-(1-(5-(5-chloro-2-(1H-tetrazol-1-yl)phenyl)pyridin-2-yl)-2-phenylethyl)carbamate